2-(2-bromo-4-(trifluoromethyl)benzylidene)-5,6-dimethoxy-2,3-dihydro-1H-indene BrC1=C(C=C2CC3=CC(=C(C=C3C2)OC)OC)C=CC(=C1)C(F)(F)F